2-(1-N-methyl-5-[(tert-butoxy)carbonyl]-4H,5H,6H,7H-pyrazolo[1,5-a]pyrazine-3-amidocyclopropyl)benzoic acid CN1CC(=C2N1CCN(C2)C(=O)OC(C)(C)C)C(=O)NC2(CC2)C2=C(C(=O)O)C=CC=C2